5'-chloro-2'-(4-hydroxy-4-phenylpiperidine-1-carbonyl)-7',8'-dihydro-6'H-spiro[cyclohexane-1,9'-furo[2,3-f]quinazoline]-7'-one ClC=1C=C2C(=C3C4(NC(NC13)=O)CCCCC4)OC(=C2)C(=O)N2CCC(CC2)(C2=CC=CC=C2)O